O[C@@H](C)[C@H](CC)N(C(C1=CC=C(C=C1)N1CCN(CC1)C1=CC=C(C=C1)B1OC(C(O1)(C)C)(C)C)=O)C N-((2S,3S)-2-hydroxypentan-3-yl)-N-methyl-4-(4-(4-(4,4,5,5-tetramethyl-1,3,2-dioxaborolan-2-yl)phenyl)piperazin-1-yl)benzamide